2-chloro-4-(4,4-difluoropiperidin-1-yl)-1,3,5-triazine ClC1=NC=NC(=N1)N1CCC(CC1)(F)F